quinazolinone iron [Fe].N1C(N=CC2=CC=CC=C12)=O